C(C1=CC=CC=C1)(=O)N1C2=C(SCC1)C=CC(=C2)S(=O)(=O)NCC=2OC=CC2 4-benzoyl-N-(furan-2-ylmethyl)-3,4-dihydro-2H-benzo[b][1,4]thiazine-6-sulfonamide